1-[7-(3-chloro-1-isopropyl-1H-indazol-5-yl-methoxy)-4-methyl-2H-chromen-3-ylmethyl]-piperidin ClC1=NN(C2=CC=C(C=C12)COC1=CC=C2C(=C(COC2=C1)CN1CCCCC1)C)C(C)C